2-[(4-methoxyphenyl)thio]ethyl 2-[1-[(2,3-difluorophenyl)methyl]-5-oxopyrrolidin-2-yl]acetat FC1=C(C=CC=C1F)CN1C(CCC1=O)CC(=O)OCCSC1=CC=C(C=C1)OC